ClC1=C(C=CC=C1C1=C2CCC(C2=CC=C1)O)NC(=O)C=1N(C2=C(CNCC2)N1)C N-(2-chloro-3-(1-hydroxy-2,3-dihydro-1H-inden-4-yl)phenyl)-1-methyl-4,5,6,7-tetrahydro-1H-imidazo[4,5-c]pyridine-2-formamide